C(C)C(CN([C@@H](CC(C)C)C(=O)[O-])[P@@](=O)(OC1=CC=CC=C1)OC[C@@]1(\C(\C1)=C/N1C(N=C(C(=C1)F)N)=O)COC([C@@H](N)C(C)C)=O)CC 2-ethylbutyl((S)-(((S,Z)-1-(((L-valyl)oxy)methyl)-2-((4-amino-5-fluoro-2-oxopyrimidin-1(2H)-yl)methylene)cyclopropyl)methoxy)(phenoxy)phosphoryl)-L-leucinate